2-(methyldithio)-ethyl propionate C(CC)(=O)OCCSSC